N-((1H-Pyrrolo[3,2-c]pyridine-2-yl)methyl)-2-((3S*-6S*)-2-oxo-6-phenyl-3-((3-phenylpropyl)amino)piperidin-1-yl)acetamide N1C(=CC=2C=NC=CC21)CNC(CN2C([C@H](CC[C@H]2C2=CC=CC=C2)NCCCC2=CC=CC=C2)=O)=O |o1:15,18|